Diethyl 1-[2-(2,3-dihydro-1H-inden-5-yl)-2-oxoethyl]-1H-pyrazole-3,5-dicarboxylate C1CCC2=CC(=CC=C12)C(CN1N=C(C=C1C(=O)OCC)C(=O)OCC)=O